(benzoylmethylene)triphenylphosphane C(C1=CC=CC=C1)(=O)C=P(C1=CC=CC=C1)(C1=CC=CC=C1)C1=CC=CC=C1